perhydroBenzothiazole S1CNC2C1CCCC2